azepine-spiro-benzothiophenone S12(C=CC3=C1C=CC=C3)(=O)N=CC=CC=C2